N-[4-(1H-1,3-benzodiazol-2-yl)phenyl]-3-[(3,4-dichlorophenyl)methoxy]benzamide N1C(=NC2=C1C=CC=C2)C2=CC=C(C=C2)NC(C2=CC(=CC=C2)OCC2=CC(=C(C=C2)Cl)Cl)=O